CN(CCN1C(=CN2C1=NC(=C(C2=O)C2=CC=C(C=C2)OCC(F)(F)F)C(F)(F)F)C)C 1-[2-(dimethyl-amino)ethyl]-2-methyl-6-[4-(2,2,2-trifluoro-ethoxy)phenyl]-7-(trifluoromethyl)-1H,5H-imidazo[1,2-a]pyrimidin-5-one